3-((2-(but-2-yn-1-yl)-7-methyl-1,1-dioxido-3-oxo-2,3-dihydrobenzo[d]isothiazol-6-yl)oxy)-5-fluorobenzonitrile C(C#CC)N1S(C2=C(C1=O)C=CC(=C2C)OC=2C=C(C#N)C=C(C2)F)(=O)=O